ClC=1C(=C(C(=CC1Cl)F)O)C1CC2=NN=C(N2C1)CC 3,4-dichloro-2-(3-ethyl-6,7-dihydro-5H-pyrrolo[2,1-c][1,2,4]triazol-6-yl)-6-fluorophenol